(6-chloro-4-iodopyridin-3-yl)(ethyl)carbamic acid tert-butyl ester C(C)(C)(C)OC(N(CC)C=1C=NC(=CC1I)Cl)=O